ethyl (R)-5-oxopyrrolidine-2-carboxylate O=C1CC[C@@H](N1)C(=O)OCC